4-nitrophenyl (2-(2,6-dioxopiperidin-3-yl)-1,3-dioxoisoindolin-5-yl)carbamate O=C1NC(CCC1N1C(C2=CC=C(C=C2C1=O)NC(OC1=CC=C(C=C1)[N+](=O)[O-])=O)=O)=O